isopropyl 2-((4-fluoro-2-methoxy-5-nitro phenyl)amino)-4-(5'-methylspiro(cyclopropane-1,3'-pyrrolo[3,2-b]pyridin)-1'(2'H)-yl)pyrimidine-5-carboxylate FC1=CC(=C(C=C1[N+](=O)[O-])NC1=NC=C(C(=N1)N1CC2(C3=NC(=CC=C31)C)CC2)C(=O)OC(C)C)OC